C(C)(C)(C)OC(=O)N1C(=C(C=C1)C1=NN(N=C1)C1OCCCC1)C=1C(=C2C=CN(C2=CC1)C(=O)OC(C)(C)C)C(NC(C)(C)C)=O tert-butyl 5-(1-(tert-butoxycarbonyl)-3-(2-(tetrahydro-2H-pyran-2-yl)-2H-1,2,3-triazol-4-yl)-1H-pyrrol-2-yl)-4-(tert-butylcarbamoyl)-1H-indole-1-carboxylate